(4-bromophenyl) (2-aminophenyl) ketone NC1=C(C=CC=C1)C(=O)C1=CC=C(C=C1)Br